C[C@H]1[C@@H](CN(C1)CC1=NC=C(N=C1)C)C=1NC(C2=C(N1)N(N=C2)C2CCOCC2)=O 6-{(3S,4S)-4-methyl-1-[(5-methylpyrazin-2-yl)methyl]pyrrolidin-3-yl}-1-(tetrahydro-2H-pyran-4-yl)-1,5-dihydro-4H-pyrazolo[3,4-d]pyrimidin-4-one